1-[2-[[[1-(4-chlorophenyl)-1H-pyrazol-3-yl]oxy]methyl]-3-methyl-phenyl]-1,4-dihydro-4-methyl-5H-tetrazol-5-one ClC1=CC=C(C=C1)N1N=C(C=C1)OCC1=C(C=CC=C1C)N1N=NN(C1=O)C